[Si](C)(C)(C(C)(C)C)OC1=C2CCC(C2=CC=C1)=O 4-(tert-butyldimethylsilyloxy)-2,3-dihydro-1H-inden-1-one